Methyl 4-((6-amino-2-ethoxy-8-methoxy-9H-purin-9-yl)methyl)-3-methoxy-benzoate NC1=C2N=C(N(C2=NC(=N1)OCC)CC1=C(C=C(C(=O)OC)C=C1)OC)OC